tert-butyl N-[2-[2-(3-bromo-5-chloro-phenyl)-2-oxo-ethoxy]ethyl]carbamate BrC=1C=C(C=C(C1)Cl)C(COCCNC(OC(C)(C)C)=O)=O